N-[2-(2-hydroxyethoxy)ethyl]2-[2-(5-fluoro-1,3-benzoxazol-2-ylamino)-1,3-benzoxazol-5-yl]propionamide OCCOCCNC(C(C)C=1C=CC2=C(N=C(O2)NC=2OC3=C(N2)C=C(C=C3)F)C1)=O